N,N-dimethylpiperazinium C[N+]1(CCNCC1)C